NC1=C(C(N(C2=CC(=CC=C12)C(F)(F)F)C1=CC=C(C=C1)C#N)=O)C(=O)OC methyl 4-amino-1-(4-cyanophenyl)-2-oxo-7-(trifluoromethyl)-1,2-dihydroquinoline-3-carboxylate